NC=1N2C(C=3N(C(N(C3N1)CCN1CCN(CC1)C=1C(=CC(=C(C(=O)NCCN(C)C)C1)F)F)=O)C)=CC(=N2)C=2OC=CC2 5-(4-(2-(5-amino-8-(furan-2-yl)-1-methyl-2-oxo-1H-pyrazolo[5,1-i]purin-3(2H)-yl)ethyl)piperazin-1-yl)-N-(2-(dimethylamino)ethyl)-2,4-difluorobenzamide